FC1=CC=C(C=C1)C(N1C[C@H](N(C[C@H]1C)C1=CC(N(C=2C=CC(=NC12)C#N)C)=O)C)C1=CC=C(C=C1)F 8-((2r,5r)-4-(bis(4-fluorophenyl)methyl)-2,5-dimethylpiperazin-1-yl)-5-methyl-6-oxo-5,6-dihydro-1,5-naphthyridine-2-carbonitrile